Diglycolic Anhydride C1(COCC(=O)O1)=O